ClC1=C(C=C(C=C1)F)C1(NC(C2=C3C(=CC(=C12)C1=C(C(=O)N)C=C(C=C1F)C(F)(F)F)OCCN3CC3=CC=C(C=C3)OC)=O)O (7-(2-chloro-5-fluorophenyl)-7-hydroxy-1-(4-methoxybenzyl)-9-oxo-1,2,3,7,8,9-hexahydro-[1,4]oxazino[3,2-e]isoindol-6-yl)-3-fluoro-5-(trifluoromethyl)benzamide